BrC1=C(C=CC=C1)OC(CI)C 1-bromo-2-((1-iodopropan-2-yl)oxy)benzene